C(C)(C)(C)ONCC=1C=NC(=CC1)C(F)(F)F O-tert-butyl-N-((6-(trifluoromethyl)pyridin-3-yl)methyl)hydroxylamine